5-((2'-(5-(trifluoromethoxy)isoindolin-2-yl)-[2,4'-bipyrimidinyl]-4-yl)ethynyl)-1H-indazole FC(OC=1C=C2CN(CC2=CC1)C1=NC=CC(=N1)C1=NC=CC(=N1)C#CC=1C=C2C=NNC2=CC1)(F)F